Bis(m-chlorophenyl)methylene(cyclopentadienyl)(2,7-dimethyl-3,6-di-t-butylfluorenyl)zirconium dichloride [Cl-].[Cl-].ClC=1C=C(C=CC1)C(=[Zr+2](C1=C(C(=CC=2C3=CC(=C(C=C3CC12)C)C(C)(C)C)C(C)(C)C)C)C1C=CC=C1)C1=CC(=CC=C1)Cl